titanium tri-n-butoxyethoxide C(CCC)OC(C[O-])(OCCCC)OCCCC.[Ti+4].C(CCC)OC(C[O-])(OCCCC)OCCCC.C(CCC)OC(C[O-])(OCCCC)OCCCC.C(CCC)OC(C[O-])(OCCCC)OCCCC